FC1(CC(CC1)C(=O)N1C[C@]2(CC1)C=C(C(C(C2)(C)C)=O)C#N)F (5R)-2-(3,3-difluorocyclopentane-1-carbonyl)-9,9-dimethyl-8-oxo-2-azaspiro[4.5]dec-6-ene-7-carbonitrile